C(#N)C=1N=C(SC1)[C@@H](C)NC(CC=1C(NC2=CC=C(C(=C2C1)F)F)=O)=O N-[(1R)-1-(4-cyano-1,3-thiazol-2-yl)ethyl]-2-(5,6-difluoro-2-oxo-1H-quinolin-3-yl)acetamide